C12(CC3CC(CC(C1)C3)C2)NCC=2SC=C(N2)CSC2=C3CN(C(C3=CC=C2)=O)C2C(NC(CC2)=O)=O 3-(4-(((2-((adamantan-1-ylamino)methyl)thiazol-4-yl)methyl)thio)-1-oxoisoindolin-2-yl)piperidine-2,6-dione